P(=O)(=O)S(=O)(=O)I.[Li] lithium phosphosulfuryl iodide